COC(C1=C(C=C(C=C1Cl)F)CBr)=O 2-(bromomethyl)-6-chloro-4-fluorobenzoic acid methyl ester